ClC1=C(C=C(C=C1)C1=CN(C2=NC(=CC=C21)C(=O)N2C(C(NCC2)=O)(C)C)CC(F)(F)F)F 4-(3-(4-chloro-3-fluorophenyl)-1-(2,2,2-trifluoroethyl)-1H-pyrrolo[2,3-b]pyridine-6-carbonyl)-3,3-dimethylpiperazin-2-one